Prop-2-en-1-yl (11aS)-8-(3-bromopropoxy)-11-{[tert-butyl(dimethyl)silyl]oxy}-7-methoxy-2-(4-methoxyphenyl)-5-oxo-11,11a-dihydro-1H-pyrrolo[2,1-c][1,4]benzodiazepin-10(5H)-carboxylate BrCCCOC1=CC2=C(C(N3[C@H](C(N2C(=O)OCC=C)O[Si](C)(C)C(C)(C)C)CC(=C3)C3=CC=C(C=C3)OC)=O)C=C1OC